p-methyl-benzenesulfonyl chloride CC1=CC=C(C=C1)S(=O)(=O)Cl